(S)-(1-(5-chloro-2-propoxyphenethyl)piperidin-3-yl)methanamine difumarate C(\C=C\C(=O)O)(=O)O.C(\C=C\C(=O)O)(=O)O.ClC=1C=CC(=C(CCN2C[C@@H](CCC2)CN)C1)OCCC